(R)-1-(3-((5-chloro-4-(8-fluoro-4-isopropyl-3,4-dihydro-2H-benzo[b][1,4]oxazin-6-yl)pyrimidin-2-yl)amino)piperidin-1-yl)ethan-1-one ClC=1C(=NC(=NC1)N[C@H]1CN(CCC1)C(C)=O)C1=CC2=C(OCCN2C(C)C)C(=C1)F